[4-(5-tert-butyl-1,3,4-oxadiazol-2-yl)-3-(trifluoromethyl)phenyl]-[4-(5-chlorooxazolo[4,5-b]pyridin-2-yl)piperazin-1-yl]methanone C(C)(C)(C)C1=NN=C(O1)C1=C(C=C(C=C1)C(=O)N1CCN(CC1)C=1OC=2C(=NC(=CC2)Cl)N1)C(F)(F)F